NC1=CC(=C2C(N(CCCCC[C@@](C3=NN=C(C1=N2)O3)(C(F)(F)F)O)CC=3C=NNC3)=O)C(F)(F)F (6R)-17-Amino-6-hydroxy-12-(1H-pyrazol-4-ylmethyl)-6,15-bis(trifluoromethyl)-19-oxa-3,4,12,18-tetrazatricyclo[12.3.1.12,5]nonadeca-1(18),2,4,14,16-pentaen-13-one